NC1=NC=CC=C1C1=NC2=C(N1C=1C=CC(=NC1)NC(=O)C1=CC=C(C(=O)OC)C=C1)C=C(C=C2)OC(C)C methyl 4-[[5-[2-(2-amino-3-pyridyl)-6-isopropoxy-benzimidazol-1-yl]-2-pyridyl]carbamoyl]benzoate